bromo-1,3-dimethyl-1H-pyrazole BrC=1C(=NN(C1)C)C